ClC(C(=O)O)Cl.C(C)(C)NC(C)C DIISOPROPYLAMINE DICHLOROACETATE